(S)-2-(2-methoxy-7-methylquinoxalin-5-yl)-7,8-dihydrobenzofuro[5,4-d]thiazole-7-carboxylic acid methyl ester COC(=O)[C@H]1OC2=C(C1)C1=C(N=C(S1)C1=C3N=CC(=NC3=CC(=C1)C)OC)C=C2